N-(3-fluoropyridin-4-yl)-6-(7-methyl-[1,2,4]triazolo[4,3-b]pyridazin-6-yl)-5,6,7,8-tetrahydro-1,6-naphthyridin-5,5,7,7-d4-3-amine FC=1C=NC=CC1NC=1C=NC=2CC(N(C(C2C1)([2H])[2H])C=1C(=CC=2N(N1)C=NN2)C)([2H])[2H]